((1R,3R,4S)-3-amino-4-(4-bromophenyl)cyclopentyl)methanol N[C@@H]1C[C@@H](C[C@H]1C1=CC=C(C=C1)Br)CO